2-(4-(3,4-dichlorophenyl)-5-isopropylthiazol-2-ylamino)nicotinamide tert-butyl-(4R)-4-(carbamoylmethyl)-3,3-difluoropiperidine-1-carboxylate C(C)(C)(C)OC(=O)N1CC([C@H](CC1)CC(N)=O)(F)F.ClC=1C=C(C=CC1Cl)C=1N=C(SC1C(C)C)NC1=C(C(=O)N)C=CC=N1